C(C)(C)(C)OC(NC1=CN=CC2=CC=C(C=C12)C#N)=O tert-butyl(6-cyanoisoquinolin-4-yl)carbamate